O=C1CCCC2=C1C(=CO2)C(=O)N 4-oxo-4,5,6,7-tetrahydro-1-benzofuran-3-carboxamide